N-(2-(3,8-diazabicyclo[3.2.1]oct-8-yl)-5-fluoro-6-methoxypyrimidin-4-yl)-1H-indazol-5-amine C12CNCC(CC1)N2C2=NC(=C(C(=N2)NC=2C=C1C=NNC1=CC2)F)OC